NC=1C(=CC2=C(N(C(CO2)=O)CC#C)C1)F 6-amino-7-fluoro-4-(2-propynyl)-2H-1,4-benzoxazine-3(4H)-one